methyl 2-[4-[[5-[3-[3-amino-6-(2-hydroxyphenyl)pyridazin-4-yl]-3,8-diazabicyclo[3.2.1]octan-8-yl]-2-pyridyl]oxy]-1-piperidyl]spiro[3.3]heptane-6-carboxylate NC=1N=NC(=CC1N1CC2CCC(C1)N2C=2C=CC(=NC2)OC2CCN(CC2)C2CC1(C2)CC(C1)C(=O)OC)C1=C(C=CC=C1)O